(5S,6S)-5-Hydroxy-6-((S)-5H-imidazo[5,1-a]isoindol-5-yl)-N-methyl-5,6,7,8-tetrahydronaphthalen-2-carboxamid O[C@@H]1C=2C=CC(=CC2CC[C@H]1[C@@H]1N2C(C3=CC=CC=C13)=CN=C2)C(=O)NC